tert-butyl (3-((3-bromo-4-fluorophenyl)thio)cyclobutyl)carbamate BrC=1C=C(C=CC1F)SC1CC(C1)NC(OC(C)(C)C)=O